(3-((tert-Butyldimethylsilyl)oxy)propyl)aniline [Si](C)(C)(C(C)(C)C)OCCCNC1=CC=CC=C1